OC(=O)C(O)CC(C)C leucinic Acid